4-((1H-pyrazol-1-yl)methyl)-3-bromo-N-((5-(tert-butyl)-2-methoxyphenyl)sulfonyl)benzamide N1(N=CC=C1)CC1=C(C=C(C(=O)NS(=O)(=O)C2=C(C=CC(=C2)C(C)(C)C)OC)C=C1)Br